OC1=C(C=C(C=C1OC)/C=C/C=O)OC (E)-3-(4-hydroxy-3,5-dimethoxyphenyl)prop-2-enal